C/C(/CCC(=O)O)=C\CC=1C(=C2C(OCC2=C(C1OC)C)=O)O e-4-methyl-6-(1,3-dihydro-7-methyl-4-hydroxy-6-methoxy-3-oxo-5-isobenzofuranyl)-4-hexenoic acid